N,N'-1,3-phenylene-bis-(maleimide) C1(=CC(=CC=C1)N1C(C=CC1=O)=O)N1C(C=CC1=O)=O